ClC1=NC(=C(C(=N1)C(=O)O)OC)O 2-chloro-6-hydroxy-5-methoxypyrimidine-4-carboxylic acid